5-((4-(3-amino-1H-indazol-5-yl)pyridin-2-yl)amino)pentan-1-ol (R)-1-(2-chloropyridin-3-yl)ethyl-(4-(6-fluoro-5-(methylsulfonamido)pyridin-2-yl)-1-methyl-1H-1,2,3-triazol-5-yl)carbamate ClC1=NC=CC=C1[C@@H](C)N(C(=O)OCCCCCNC1=NC=CC(=C1)C=1C=C2C(=NNC2=CC1)N)C1=C(N=NN1C)C1=NC(=C(C=C1)NS(=O)(=O)C)F